CSC=1C=NC(=NC1)C(CCN)N 3-(5-(methylthio)pyrimidin-2-yl)propane-1,3-diamine